NC1=C2C(=NC=N1)N(N=C2C#CC2=CC1=C(N(C=N1)C1CC1)C=C2F)[C@H]2C[C@@H](N(C2)C(C=C)=O)C 1-((2S,4S)-4-(4-amino-3-((1-cyclopropyl-6-fluoro-1H-benzo[d]imidazol-5-yl)ethynyl)-1H-pyrazolo[3,4-d]pyrimidin-1-yl)-2-methylpyrrolidin-1-yl)prop-2-en-1-one